P(=O)(OCC([C@H](C[C@H]1C(NCC1)=O)NC([C@@H](NC(=O)C=1NC2=CC=CC(=C2C1)OC)CC(C)C)=O)=O)(O)O (3S)-3-({N-[(4-methoxy-1H-indol-2-yl)carbonyl]-L-leucyl}amino)-2-oxo-4-[(3S)-2-oxopyrrolidin-3-yl]butyl dihydrogen phosphate